N1C(=NC2=NC=CC=C21)N[C@@H]2C[C@H](CC2)NC2=CC=C(C=N2)N2C(C=CC=C2)=O 6'-(((1S,3S)-3-((1H-Imidazo[4,5-b]pyridin-2-yl)amino)cyclopentyl)amino)-2H-[1,3'-bipyridin]-2-one